C1=C(C(=CC=2C(C3=CC=CC=C3C(C12)=O)=O)C(=O)O)C(=O)O 3-anthraquinonedicarboxylic acid